Cl[Rh](C1(C(=C(C(=C1C)C)C)C)C)Cl dichloro(pentamethylcyclopentadienyl)rhodium